[C-]1(C=CC=C1)[SiH](C)C.[CH-]1C=CC=C1.[Fe+2] (ferrocenyl)dimethylsilane